6-Chloro-3-[(1R)-1-(2-ethylsulfanyl-3,6-dimethyl-4-oxo-chromen-8-yl)ethoxy]pyridine-2-carboxylic acid ClC1=CC=C(C(=N1)C(=O)O)O[C@H](C)C=1C=C(C=C2C(C(=C(OC12)SCC)C)=O)C